CS(=O)(=O)O[Pd] methyl-sulfonyloxy-palladium